N[C@H](C)C=1C(=NC=CN1)C1=CC=C(C=N1)C(=O)O.FC(C=1C=C(C(=O)N[C@H](C)C=2C(=NC=CN2)C2=CC=C(C=N2)C(=O)OC)C=C(C1)C(F)(F)F)(F)F |r| (rac)-Methyl 6-(3-{1-[3,5-bis(trifluoromethyl)benzamido]ethyl}pyrazin-2-yl)pyridine-3-carboxylate (rac)-6-{3-[1-aminoethyl]pyrazin-2-yl}pyridine-3-carboxylate